Cl.N[C@@H](C(=O)N[C@H]1CN(C[C@H](C1)C)C1=C2N=CC=NC2=C(C=C1)C#N)C(F)(F)F (S)-2-amino-N-((3R,5S)-1-(8-cyanoquinoxalin-5-yl)-5-methylpiperidin-3-yl)-3,3,3-trifluoropropionamide hydrochloride